Methyl (1R,3S)-3-((6-(5-((((4-fluorobutyl)(methyl)carbamoyl)oxy) methyl)-1-methyl-1H-1,2,3-triazol-4-yl)-2-methylpyridin-3-yl)oxy)cyclohexane-1-carboxylate FCCCCN(C(=O)OCC1=C(N=NN1C)C1=CC=C(C(=N1)C)O[C@@H]1C[C@@H](CCC1)C(=O)OC)C